5,5-dimethyl-4H-1,2-oxazol CC1(CC=NO1)C